4,4-diaminostilbene-2,2'-disulphonic acid NC1(CC(=C(C=C1)C=CC=1C(=CC=CC1)S(=O)(=O)O)S(=O)(=O)O)N